1,9-diiodononane ICCCCCCCCCI